1-(4-pyridylmethyl)piperazine N1=CC=C(C=C1)CN1CCNCC1